1-Octyl-3-methylimidazolium sulfate S(=O)(=O)([O-])[O-].C(CCCCCCC)N1C=[N+](C=C1)C.C(CCCCCCC)N1C=[N+](C=C1)C